2-((2S,4S)-1-acryloyl-4-(8-chloro-4-(3-(dimethylamino)azetidin-1-yl)-6-fluoro-7-(naphthalen-1-yl)-1H-imidazo[4,5-c]quinolin-1-yl)piperidin-2-yl)acetonitrile C(C=C)(=O)N1[C@@H](C[C@H](CC1)N1C=NC=2C(=NC=3C(=C(C(=CC3C21)Cl)C2=CC=CC1=CC=CC=C21)F)N2CC(C2)N(C)C)CC#N